ClC1=CC=C(C=C1)NC(CSC1=CC=C(C=C1)N1C(=NC2=C(C=CC=C2C1=O)OC)C)=O N-(4-chlorophenyl)-2-((4-(8-methoxy-2-methyl-4-oxo-quinazolin-3(4H)-yl)phenyl)thio)acetamide